((4-(pyridin-3-yl)pyrimidin-2-yl)amino)-8-(morpholinomethyl)-2H-benzo[b][1,4]oxazin-3(4H)-one N1=CC(=CC=C1)C1=NC(=NC=C1)NC1C(NC2=C(O1)C(=CC=C2)CN2CCOCC2)=O